CN1CC[C@@H]2NCC[C@@H]21 Cis-4-methyl-2,3,3a,5,6,6a-hexahydro-1H-pyrrolo[3,2-b]pyrrole